6-(4-((2-(2,6-Dimethylmorpholino)-5-oxo-5,6-dihydropyrimido[4,5-d]pyridazin-4-yl)amino)phenyl)-6-azaspiro[2.5]octan CC1OC(CN(C1)C=1N=C(C2=C(C=NNC2=O)N1)NC1=CC=C(C=C1)N1CCC2(CC2)CC1)C